CN(C)CC1N(CCCC1)C(=O)C1=C(C=C(C=C1)NC=1C=2N(C=CN1)C(=CN2)C2=CC(=C(C=C2)OC)F)C [2-[(dimethylamino)methyl]piperidin-1-yl]-[4-[[3-(3-fluoro-4-methoxyphenyl)imidazo[1,2-a]pyrazin-8-yl]amino]-2-methylphenyl]methanone